C(C)N(C(=O)C1=C(OC=2N=NC=CC2N2CC3(CN(C3)C(=O)OC(C)(C)C)CC2)C=CC(=C1)F)C(C)C Tert-butyl 6-(3-(2-(ethyl (isopropyl) carbamoyl)-4-fluorophenoxy) pyridazin-4-yl)-2,6-diazaspiro[3.4]octane-2-carboxylate